COCC1=CC(=NC(=C1)C1(COCC1)OC)N1C=CC=2C=NC(=CC21)NC(=O)C2CC2 N-(1-(4-methoxymethyl-6-(3-methoxytetrahydrofuran-3-yl)pyridin-2-yl)-1H-pyrrolo[3,2-c]pyridin-6-yl)cyclopropylcarboxamide